4-BROMO-6-METHOXYINDOLE-3-CARBOXALDEHYDE BrC1=C2C(=CNC2=CC(=C1)OC)C=O